C1(CC1)COC=1C=C(C=CC1OC)/C=C/C(=O)NC1=CC=C(C(=O)O)C=C1 (E)-4-(3-(3-(cyclopropylmethoxy)-4-methoxyphenyl)acrylamido)benzoic acid